OC1=CC=C(C=O)C=C1 p-hydroxy-benzaldehyde